ClC=1N=C(NC1Cl)C 4,5-dichloro-2-methyl-1H-imidazole